BrC=1C=C2C(=NC1)C(NC2=O)O 3-bromo-7-hydroxy-6,7-dihydro-5H-pyrrolo[3,4-b]pyridin-5-one